{6-[(4-cyano-2-fluorobenzyl)oxy]-3,5-difluoropyridin-2-yl}-6-azaspiro[2.5]octane-1-carboxylic acid C(#N)C1=CC(=C(COC2=C(C=C(C(=N2)C2(CC23CCNCC3)C(=O)O)F)F)C=C1)F